4-[2,3-difluoro-4-(4,4,5,5-tetramethyl-1,3,2-dioxaborolan-2-yl)phenoxy]pyridine methyl-8-amino-1,4-dioxaspiro[4.5]decane-8-carboxylate hydrochloride Cl.COC(=O)C1(CCC2(OCCO2)CC1)N.FC1=C(OC2=CC=NC=C2)C=CC(=C1F)B1OC(C(O1)(C)C)(C)C